4-(4-((4'-Chloro-4,4-dimethyl-3,4,5,6-tetrahydro-[1,1'-biphenyl]-2-yl)methyl)piperazin-1-yl)-N-((4-fluoro-3-((trifluoromethyl)sulfonyl)phenyl)sulfonyl)benzamide ClC1=CC=C(C=C1)C1=C(CC(CC1)(C)C)CN1CCN(CC1)C1=CC=C(C(=O)NS(=O)(=O)C2=CC(=C(C=C2)F)S(=O)(=O)C(F)(F)F)C=C1